Linoleylmyristat C(CCCCCCC\C=C/C\C=C/CCCCC)OC(CCCCCCCCCCCCC)=O